2-fluoro-2-(hydroxymethyl)propionitrile FC(C#N)(C)CO